3-({5-fluoro-4-[methyl-(3-methyl-1H-indazol-6-yl)amino]-2-pyrimidinyl}amino)-4-methoxy-N-methylbenzenesulfonamide FC=1C(=NC(=NC1)NC=1C=C(C=CC1OC)S(=O)(=O)NC)N(C1=CC=C2C(=NNC2=C1)C)C